3-Chloro-N-(1-(5-(6-ethoxy-1H-pyrazolo[3',4':3,4]pyrazolo[1,5-a]pyridine-4-yl)pyridin-2-yl)-4-methylpiperidin-4-yl)2-pyridinecarboxamide ClC=1C(=NC=CC1)C(=O)NC1(CCN(CC1)C1=NC=C(C=C1)C=1C=2N(C=C(C1)OCC)N=C1C2C=NN1)C